FC=1C=CC2=C(NC(=NS2(=O)=O)NCC#N)C1[C@@H](C)C1=C(C=CC=C1)F (S)-2-((6-fluoro-5-(1-(2-fluorophenyl)ethyl)-1,1-dioxido-4H-benzo[e][1,2,4]thiadiazin-3-yl)amino)acetonitrile